4H-imidazole-5-carboxamide N=1C=NCC1C(=O)N